(3,5-Difluoro-3'-(methoxy-d3)-[1,1'-biphenyl]-4-yl)-2-(N-hydroxycarbamimidoyl)cyclopent-1-ene-1-carboxamide FC=1C=C(C=C(C1C1C(=C(CC1)C(=O)N)C(NO)=N)F)C1=CC(=CC=C1)OC([2H])([2H])[2H]